C(C)OC=1C(=CC2=CN(N=C2C1)C)C(=O)NC1=CC=C(N=N1)N1C[C@@H](N(CC1)C(=O)OC(C)(C)C)C tert-butyl (S)-4-(6-(6-ethoxy-2-methyl-2H-indazole-5-carboxamido)pyridazin-3-yl)-2-methylpiperazine-1-carboxylate